COC1(CCC(CC1)C(=O)OCC)CC Ethyl 4-methoxy-4-ethylcyclohexanecarboxylate